COC=1C=C2C(=C(C=NC2=CC1OC)[N+](=O)[O-])NCC1=CC=C(C=C1)S(=O)(=N)C 6,7-dimethoxy-N-[[4-(methylsulfonimidoyl)phenyl]methyl]-3-nitro-quinolin-4-amine